2-(3-fluorophenyl)-N-[(2RS)-1-hydroxy-4-methoxybut-2-yl]-3-oxo-6-[4-(trifluoromethyl)phenyl]-2,3-dihydropyridazine-4-carboxamide FC=1C=C(C=CC1)N1N=C(C=C(C1=O)C(=O)N[C@@H](CO)CCOC)C1=CC=C(C=C1)C(F)(F)F |r|